CC1=NOC(=C1C=1C=CC(N(C1)CC1=C(OCC(=O)OC)C=CC=C1)=O)C methyl 2-(2-[5-(3,5-dimethyl-1,2-oxazol-4-yl)-2-oxo-1,2-dihydropyridin-1-yl]methylphenoxy)acetate